6-phenyl-6H-benzo[f]indeno[1,2-c]isoquinoline C1(=CC=CC=C1)C1C=C2C(=C3C=4C(=NC=C13)C=1C=CC=CC1C4)C=CC=C2